CC1=CN(C2=C(C=CC=C12)C)C1=C(C=CC2=CC=CC=C12)O 1-(3,7-Dimethyl-1H-indol-1-yl)naphthalen-2-ol